2-(3,4-dimethoxyphenyl)-6-(1-(2-isobutyl-2-azaspiro[3.3]hept-6-yl)piperidin-4-yl)-1,4-dimethyl-1H-benzo[d]imidazole COC=1C=C(C=CC1OC)C1=NC2=C(N1C)C=C(C=C2C)C2CCN(CC2)C2CC1(CN(C1)CC(C)C)C2